CN(C1CCC(CC1)NC1=NC=CC(=N1)C=1C(=NC=CC1)OC1=C(C(=C(C(=C1)F)NS(=O)(=O)CCC(F)(F)F)F)F)C N-(4-((3-(2-(((1r,4r)-4-(dimethylamino)cyclohexyl)amino)pyrimidin-4-yl)pyridin-2-yl)oxy)-2,3,6-trifluorophenyl)-3,3,3-trifluoropropane-1-sulfonamide